6-(1-(2-(1H-indol-3-yl)-2-methylpropyl)-1H-1,2,3-triazol-4-yl)pyridin-3-amine N1C=C(C2=CC=CC=C12)C(CN1N=NC(=C1)C1=CC=C(C=N1)N)(C)C